(3,4-epoxycyclohexylethyl)-tetramethyl-cyclotetrasiloxane C1(CC2C(CC1)O2)CC[Si]2(O[SiH](O[SiH](O[SiH](O2)C)C)C)C